6-(2-cyclopentyl-6-fluoro-4-(2-methyl-2H-indazol-4-yl)benzyl)-6,7-dihydro-5H-pyrrolo[3,4-b]pyridin-5-one-7,7-d2 C1(CCCC1)C1=C(CN2C(C3=NC=CC=C3C2=O)([2H])[2H])C(=CC(=C1)C=1C2=CN(N=C2C=CC1)C)F